N[C@H](C(=O)O)CC1=C(C=C(C(=C1)F)F)C#N (S)-2-amino-3-(2-cyano-4,5-difluorophenyl)propionic acid